FC1(CC(CC1)CCNC(=O)N1C=NC2=C1C=CC=C2N2CC1N(CC2)CCC1)F N-(2-(3,3-Difluorocyclopentyl)ethyl)-4-(hexahydropyrrolo[1,2-a]pyrazin-2(1H)-yl)-1H-benzo[d]imidazole-1-carboxamide